(1R,4R)-N1-(3-bromo-6,7-dihydrospiro[cyclopenta[d]pyrazolo[1,5-a]pyrimidine-5,1'-cyclopentane]-8-yl)cyclohexane-1,4-diamine BrC=1C=NN2C1N=C1C(=C2NC2CCC(CC2)N)CCC12CCCC2